Methyl (R)-3-amino-4-(3-(benzyloxy)-2-(tosyloxy)propoxy)thiophene-2-carboxylate NC1=C(SC=C1OC[C@@H](COCC1=CC=CC=C1)OS(=O)(=O)C1=CC=C(C)C=C1)C(=O)OC